1-(1-([1,1'-Biphenyl]-3-ylmethyl)-5-oxopyrrolidine-2-carbonyl)-N-hydroxypyrrolidine-2-carboxamide C1(=CC(=CC=C1)CN1C(CCC1=O)C(=O)N1C(CCC1)C(=O)NO)C1=CC=CC=C1